1-((3S,4R)-4-(3,5-difluorophenyl)-1-(2-methoxyethyl)pyrrolidin-3-yl)-3-(4-methyl-1-phenyl-3-(2-(piperazin-1-yl)ethoxy)-1H-pyrazol-5-yl)urea trihydrochloride Cl.Cl.Cl.FC=1C=C(C=C(C1)F)[C@H]1[C@@H](CN(C1)CCOC)NC(=O)NC1=C(C(=NN1C1=CC=CC=C1)OCCN1CCNCC1)C